2-(4-(1-(4-(2-(4-(Benzyloxy)-3-methoxyphenyl)-2-oxoethoxy)phenyl)-2-phenylbut-1-en-1-yl)phenoxy)acetaldehyde C(C1=CC=CC=C1)OC1=C(C=C(C=C1)C(COC1=CC=C(C=C1)C(=C(CC)C1=CC=CC=C1)C1=CC=C(OCC=O)C=C1)=O)OC